C(C)OCCN1CCN(CC1)C1=CC=C(C=C1)C(C)NC 1-(4-(4-(2-ethoxyethyl)piperazin-1-yl)phenyl)-N-methylethan-1-amine